ethyl (2R,4R)-2-isobutylpiperidine-4-carboxylate hydrochloride Cl.C(C(C)C)[C@H]1NCC[C@H](C1)C(=O)OCC